COC1=CC=C(COC2=CC=C(C=N2)N)C=C1 6-((4-methoxybenzyl)oxy)pyridin-3-amine